ClC1=CC=C(C=2OCCN(C21)C)S(=O)(=O)N[C@@H]([C@H](C)C2=C(C(=CC=C2F)Cl)C)C=2OC(NN2)=O 5-chloro-N-((1S,2R)-2-(3-chloro-6-fluoro-2-methylphenyl)-1-(5-oxo-4,5-dihydro-1,3,4-oxadiazol-2-yl)propyl)-4-methyl-3,4-dihydro-2H-benzo[b][1,4]oxazine-8-sulfonamide